Dimethylbis(propylcyclopentadienyl)hafnium C[Hf](C1(C=CC=C1)CCC)(C1(C=CC=C1)CCC)C